CC1=NC=2N(C(=C1CC1=CC=C(C=C1)S(=O)(=O)N)N1CCCC1)N=CN2 4-{[5-methyl-7-(pyrrolidin-1-yl)-[1,2,4]triazolo[1,5-a]pyrimidin-6-yl]methyl}benzene-1-sulfonamide